Decane-8,8-dicarboxylic acid dimethyl ester COC(=O)C(CCCCCCC)(CC)C(=O)OC